C(C)OC(=O)N1CN=NC=C1 [1,2,4]Triazine-4-carboxylic acid ethyl ester